C1(CCCCC1)C1=C(C=NC=2N1N=CC2)NC(=O)NC=2C=NC(=C(C2)C)C2=NOC(=N2)CCCCCC(=O)N2CCN(CC2)C=2C=C1CN(C(C1=CC2)=O)C2C(NC(CC2)=O)=O 1-(7-cyclohexylpyrazolo[1,5-a]pyrimidin-6-yl)-3-[6-[5-[6-[4-[2-(2,6-dioxo-3-piperidyl)-1-oxo-isoindolin-5-yl]piperazin-1-yl]-6-oxo-hexyl]-1,2,4-oxadiazol-3-yl]-5-methyl-3-pyridyl]urea